C(C)(C)(C)C1CCC=2NC3=CC=C(C=C3C2C1)C(C)(C)C 3,6-di-tert-butyl-1,2,3,4-tetrahydro-9H-carbazole